2-(3-methyl-2-oxo-imidazolidin-1-yl)acetic acid CN1C(N(CC1)CC(=O)O)=O